3-(4-isobutyl-phenyl)-2-methyl-propanal C(C(C)C)C1=CC=C(C=C1)CC(C=O)C